tetrahydroindolo[4,3-fg]quinoline-4(6H)-carboxylate C1CCC2N(C=C3C2=C1C=1C=CC=NC1C3)C(=O)[O-]